ClC=1C=C(C=CC1F)NC(N(CC=1SC=CN1)[C@H](C)C1=CNC(C2=CC=CC=C12)=O)=O |r| Racemic-3-(3-chloro-4-fluorophenyl)-1-(1-(1-oxo-1,2-dihydroisoquinolin-4-yl)ethyl)-1-(thiazol-2-ylmethyl)urea